(R or S)-5-(pyrazin-2-yl)-2-((1R,3S)-3-(pyrrolo[1,2-b]pyridazin-4-yloxy)cyclobutyl)-2,5,6,7-tetrahydro-3H-pyrrolo[2,1-c][1,2,4]triazol-3-one N1=C(C=NC=C1)[C@H]1CCC2=NN(C(N21)=O)C2CC(C2)OC=2C=1N(N=CC2)C=CC1 |o1:6|